methyl 6-cyclopropoxy-2-((1s,4s)-4-hydroxycyclohexyl)-2H-indazole-5-carboxylate C1(CC1)OC=1C(=CC2=CN(N=C2C1)C1CCC(CC1)O)C(=O)OC